BrC1=NC=CC=C1C(C)N1N=NC=2CN(CCC21)C(=O)OCCCC Butyl 1-[1-(2-bromopyridin-3-yl)ethyl]-1H,4H,5H,6H,7H-[1,2,3]triazolo[4,5-c]pyridine-5-carboxylate